5-(6-(6-((4-(2-(2,6-Dioxopiperidin-3-yl)-1-oxoisoindolin-4-yl)but-3-yn-1-yl)carbamoyl)pyridin-3-yl)-7-ethyl-3,4-dihydroquinolin-1(2H)-yl)-7-isopropyl-N-methyl-1H-indole-3-carboxamide O=C1NC(CCC1N1C(C2=CC=CC(=C2C1)C#CCCNC(=O)C1=CC=C(C=N1)C=1C=C2CCCN(C2=CC1CC)C=1C=C2C(=CNC2=C(C1)C(C)C)C(=O)NC)=O)=O